BrC1=CC=C(C=C1)C1N(CC1)C(=O)C1=CN(C2=C1C(N(C=C2C)C)=O)C 3-((2-(4-bromophenyl)azetidin-1-yl)carbonyl)-1,5,7-trimethyl-1,5-dihydro-4H-pyrrolo[3,2-c]pyridin-4-one